4-((4-((1,3-bis(palmitoyloxy)propan-2-yl)oxy)-4-oxobutyl)dithio)butanoic acid C(CCCCCCCCCCCCCCC)(=O)OCC(COC(CCCCCCCCCCCCCCC)=O)OC(CCCSSCCCC(=O)O)=O